Tert-Butyl (S)-(1-(dibenzo[b,d]furan-2-yl)-2-hydroxyethyl)carbamate C1=C(C=CC=2OC3=C(C21)C=CC=C3)[C@@H](CO)NC(OC(C)(C)C)=O